C(C)C=1C=NN2C1N=C(N=C2N(CC2=NC1=C(N2COCC[Si](C)(C)C)C(=CC=C1)OC)CC1=CC=C(C=C1)OC)N1CCOCC1 8-ethyl-N-(4-methoxybenzyl)-N-[(7-methoxy-1-{[2-(trimethylsilyl)ethoxy]methyl}-1H-benzimidazol-2-yl)methyl]-2-(morpholin-4-yl)pyrazolo[1,5-a][1,3,5]triazin-4-amine